C(C1=CC=CC=C1)(C1=CC=CC=C1)(C1=CC=CC=C1)N1C=NC(=C1)C=CCCC(=O)O 5-(1-trityl-1H-imidazol-4-yl)pent-4-enoic acid